tert-butyl 3-oxo-5-((7-trityl-7H-pyrrolo[2,3-d]pyrimidin-4-yl)amino)piperidine-1-carboxylate O=C1CN(CC(C1)NC=1C2=C(N=CN1)N(C=C2)C(C2=CC=CC=C2)(C2=CC=CC=C2)C2=CC=CC=C2)C(=O)OC(C)(C)C